6-((1R,5S,6r)-3-oxabicyclo[3.1.0]hexan-6-yl)-2-(2-fluorobenzyl)-3-(hydroxymethyl)-2,6-dihydro-7H-pyrazolo[3,4-d]pyridazin-7-one [C@H]12COC[C@@H]2C1N1N=CC=2C(C1=O)=NN(C2CO)CC2=C(C=CC=C2)F